C(#N)NC(N)=NC N'-cyano-N''-methyl-guanidine